BrC1=CC=C(C(=S)C2=CC=C(C=C2)C2=CC=CC=C2)C=C1 4-bromo-4'-phenylthiobenzophenone